tert-butyl 5-bromo-4-hydroxy-7-methyl-1H-indole-1-carboxylate tert-Butyl-5-bromo-4-formyl-7-methyl-1H-indole-1-carboxylate C(C)(C)(C)OC(=O)N1C=CC2=C(C(=CC(=C12)C)Br)C=O.BrC=1C(=C2C=CN(C2=C(C1)C)C(=O)OC(C)(C)C)O